N-[5-bromo-2-[3-(dimethylamino)azetidin-1-yl]pyridin-3-yl]methanesulfonamide BrC=1C=C(C(=NC1)N1CC(C1)N(C)C)NS(=O)(=O)C